tert-butyl (2S,4R)-2-((1H-1,2,3-triazol-1-yl)methyl)-4-(5-(3-(trifluoromethyl)phenyl) oxazole-2-carboxamido)pyrrolidine-1-carboxylate N1(N=NC=C1)C[C@H]1N(C[C@@H](C1)NC(=O)C=1OC(=CN1)C1=CC(=CC=C1)C(F)(F)F)C(=O)OC(C)(C)C